2-(3-chloro-4-fluoro-7-methyl-8-oxo-8,8a,9,10,11,12-hexahydro-7H-pyrazino[1',2':4,5]pyrazino[2,3-c][1,6]naphthyridin-11-yl)acetonitrile ClC1=NC=C2C3=C(C=NC2=C1F)N(C(C1N3CC(NC1)CC#N)=O)C